3-((5-((4-(4-amino-3-(4-phenoxyphenyl)-1H-pyrazolo[3,4-d]pyrimidin-1-yl)piperidin-1-yl)methyl)pyridin-2-yl)amino)piperidine-2,6-dione NC1=C2C(=NC=N1)N(N=C2C2=CC=C(C=C2)OC2=CC=CC=C2)C2CCN(CC2)CC=2C=CC(=NC2)NC2C(NC(CC2)=O)=O